N(C(=N)N)[C@@H](CC(=O)O)CC (3R)-3-carbamimidamidopentanoic acid